ClC1=C(C=CC(=C1)F)C1=CC(OC2=CC(=CC=C12)O[C@@H](C(=O)N1C[C@H](CCC1)NC(CC)=O)C)=O N-[(3S)-1-[(2R)-2-[4-(2-chloro-4-fluoro-phenyl)-2-oxo-chromen-7-yl]oxypropionyl]-3-piperidinyl]propanamide